(3-(N,N-Dimethylsulfamoyl)benzoyl)-D-proline CN(S(=O)(=O)C=1C=C(C(=O)N2[C@H](CCC2)C(=O)O)C=CC1)C